C(C1=CC=CC=C1)OC(CCCCCCCCO)=O 9-hydroxynonanoic acid benzyl ester